FC(S(=O)(=O)OC1=CC=2C3=CC=CC=C3C3=CC(=CC=C3C2C=C1)OS(=O)(=O)C(F)(F)F)(F)F 2,7-bis(trifluoromethanesulfonyloxy)triphenylene